N-((1H-pyrrolo[3,2-c]pyridin-2-yl)methyl)-2-(3-methyl-4-((3-phenylpropyl)amino)-[1,1'-biphenyl]-2-yl)acetamide N1C(=CC=2C=NC=CC21)CNC(CC2=C(C=CC(=C2C)NCCCC2=CC=CC=C2)C2=CC=CC=C2)=O